C12(CC3CC(CC(C1)C3)C2)P(CCCC)C23CC1CC(CC(C2)C1)C3 bis(1-adamantyl)-n-butyl-phosphine